N-(1-cyanocyclopropyl)-8-(4-(2-hydroxy-2-methylpent-3-ynoyl)piperazin-1-yl)-3-(5-(trifluoromethyl)-1,3,4-thiadiazol-2-yl)imidazo[1,5-a]pyridine-6-sulfonamide C(#N)C1(CC1)NS(=O)(=O)C=1C=C(C=2N(C1)C(=NC2)C=2SC(=NN2)C(F)(F)F)N2CCN(CC2)C(C(C#CC)(C)O)=O